P(=O)(O)(O)CC(=O)O.C(C)C=1N(C(N(C1)CC)CC)C diethyl-1-ethyl-3-methylimidazole phosphonoacetate